C1(CC1)C1=CC(=C(C(=C1)C)N1N=C2N=C(NC(C2=C1)=O)C1OCCOCC1)C 2-(4-cyclopropyl-2,6-dimethylphenyl)-6-(1,4-dioxepan-5-yl)-2,5-dihydro-4H-pyrazolo[3,4-d]pyrimidin-4-one